[In].[In]=S indium sulfide, indium salt